4-((E)-4-(6-methylpyridin-3-yl)but-3-enamido)-N-(2-amino-4-fluorophenyl)benzamide 2-Cyanoethyl-N,N-diisopropylchlorophosphoramidite C(#N)CCOP(N(C(C)C)C(C)C)Cl.CC1=CC=C(C=N1)/C=C/CC(=O)NC1=CC=C(C(=O)NC2=C(C=C(C=C2)F)N)C=C1